P(=O)([O-])([O-])[O-].OC=1[C@H](OC(C1O)=O)[C@H](CO)O.[Ca+2].P(=O)([O-])([O-])[O-].[Ca+2].[Ca+2] calcium vitamin C phosphate